(S)-1-(2-(1H-indol-3-yl)ethyl)-7-ethoxy-6-(meth-oxy-d3)-3,4-dihydroisoquinoline-2(1H)-formaldehyde N1C=C(C2=CC=CC=C12)CC[C@@H]1N(CCC2=CC(=C(C=C12)OCC)OC([2H])([2H])[2H])C=O